3-(2-(5-(4-fluorobenzylidene)-3-(3-isopropylphenyl)-4-oxothiazolidin-2-ylidene)hydrazono)-5-methylindol-2-one FC1=CC=C(C=C2C(N(C(S2)=NN=C2C(NC3=CC=C(C=C23)C)=O)C2=CC(=CC=C2)C(C)C)=O)C=C1